1-{[(3S)-6-(butylsulfanyl)-3-methyl-3,4-dihydronaphthalen-2-yl]Methyl}azetidine-3-carboxylic acid methyl ester COC(=O)C1CN(C1)CC1=CC2=CC=C(C=C2C[C@@H]1C)SCCCC